6-((3-((1R,5S,6r)-3-(3-chlorophenyl)-3-azabicyclo[3.1.0]hexan-6-yl)-1,2,4-oxadiazol-5-yl)methyl)-1-methyl-1,6-dihydro-7H-[1,2,3]triazolo[4,5-d]pyrimidin-7-one ClC=1C=C(C=CC1)N1C[C@H]2C([C@H]2C1)C1=NOC(=N1)CN1C=NC2=C(C1=O)N(N=N2)C